NCCN=[S@@](=O)(C)C=1C=C(C=CC1)NC(C1=C(N=CC(=C1C)C(F)(F)F)OC=1C(=NC(=CC1)F)C)=O (R)-N-(3-(N-(2-aminoethyl)-S-methylsulfonimidoyl)phenyl)-2-((6-fluoro-2-methylpyridin-3-yl)oxy)-4-methyl-5-(trifluoromethyl)nicotinamide